FC1=CC(=C(C=C1[Sn](CCCC)(CCCC)CCCC)NC(=O)C1=CN(C(C=C1C(F)(F)F)=O)C)N1C[C@@H](N([C@@H](C1)C)C)C N-(4-fluoro-5-(tributylstannyl)-2-((3S,5R)-3,4,5-trimethylpiperazin-1-yl)phenyl)-1-methyl-6-oxo-4-(trifluoromethyl)-1,6-dihydropyridine-3-carboxamide